9-{4-[3-chloro-5-(trifluoromethyl)phenoxy]phenyl}-3,4,6,7,8,9-hexahydropyrido[2,1-c][1,2,4]thiadiazine 2,2-dioxide ClC=1C=C(OC2=CC=C(C=C2)C2CCCN3C2=NS(CC3)(=O)=O)C=C(C1)C(F)(F)F